(R)-3-(3-(3-(4-amino-8-methoxypyrido[3,2-d]pyrimidin-6-yl)-4-fluorophenyl)isoxazol-5-yl)-4,4-difluoro-3-hydroxy-1-methylpyrrolidin-2-one NC=1C2=C(N=CN1)C(=CC(=N2)C=2C=C(C=CC2F)C2=NOC(=C2)[C@]2(C(N(CC2(F)F)C)=O)O)OC